C(CCCCCCCCCCCCCCC)(=O)N(CCOP(OC[C@@H](CO)O)(=O)O)C(CCCCCCCCCCCCCCC)=O dihexadecanoyl-sn-glycero-3-phosphoethanolamine